N-[2-(3,5-dimethyl-2-oxo-1,2-dihydro-pyridin-1-yl)-3-{2-oxaspiro[4.5]decan-8-yloxy}propyl]methane-sulfonamide CC=1C(N(C=C(C1)C)C(CNS(=O)(=O)C)COC1CCC2(CCOC2)CC1)=O